N7-(2-methoxyethyl)-2-(1H-pyrazol-5-yl)thieno[3,2-b]pyridine-5,7-diamine hydrochloride Cl.COCCNC1=C2C(=NC(=C1)N)C=C(S2)C2=CC=NN2